(±)-1-Spiro[2.3]hex-5-yl-3-[6-(2,2,2-trifluoro-1-methyl-ethoxy)-pyrimidin-4-ylmethyl]-urea C1CC12CC(C2)NC(=O)NCC2=NC=NC(=C2)O[C@@H](C(F)(F)F)C |r|